Cl.FC1=C2C(NC(N(C2=CC=C1)CC1=CC(=C(C=C1)F)C(=O)N1CCN(CC1)C1=NC=CC=N1)=O)=O 5-Fluoro-1-(4-fluoro-3-(4-(pyrimidin-2-yl)piperazine-1-carbonyl)benzyl)quinazoline-2,4(1H,3H)-dione hydrochloride